ClC1=NC(=CC(=C1)C=1C(=NN2C1N=C(C=C2)C(C)(C)O)C2=C(C#N)C=CC=C2)C [3-(2-chloro-6-methyl-4-pyridinyl)-5-(1-hydroxy-1-methyl-ethyl)pyrazolo[1,5-a]pyrimidin-2-yl]benzonitrile